The molecule is a monocarboxylic acid amide that is acetamide substituted by a phenyl group at position 2. It has a role as a mouse metabolite. It derives from a phenylacetic acid. C1=CC=C(C=C1)CC(=O)N